C(C)(C)(C)OC(=O)N[C@@H]1CCCC12CCN(CC2)C=2C(=NC(=C(N2)C)SC2=C(C(=NC=C2)Cl)Cl)C(=O)OC methyl (R)-3-(1-((tert-butoxycarbonyl) amino)-8-azaspiro[4.5]decan-8-yl)-6-((2,3-dichloropyridin-4-yl) thio)-5-methylpyrazine-2-carboxylate